(6-((2,5-dichloropyrimidin-4-yl)amino)quinoxalin-5-yl)dimethylphosphine oxide ClC1=NC=C(C(=N1)NC=1C(=C2N=CC=NC2=CC1)P(C)(C)=O)Cl